NC1=C2NCN(C2=NC(=N1)OCCCC)CC=1C=NC(=CC1)N1CCC(CC1)CCN 6-Amino-9-((6-(4-(2-aminoethyl)piperidin-1-yl)pyridin-3-yl)methyl)-2-butoxy-7H-purin